1-({3,4-difluoro-2-[(2-fluoro-4-iodophenyl)amino]Phenyl}carbonyl)-3-(1-methyl-1-nitroethyl)azetidin-3-ol FC=1C(=C(C=CC1F)C(=O)N1CC(C1)(O)C(C)([N+](=O)[O-])C)NC1=C(C=C(C=C1)I)F